N1C=C(C2=CC=CC=C12)\C=C/1\C(N(C(S1)=S)CCCCCC(=O)O)=O (Z)-6-(5-((1H-indol-3-yl)methylene)-4-oxo-2-thioxothiazolidin-3-yl)hexanoic acid